C(C)N1C(NC2=CC(=CC=C2C1)CN1CCN(CC1)C=1C(=NC(=CC1)F)C(=O)NC)=O (4-((3-ethyl-2-oxo-1,2,3,4-tetrahydroquinazolin-7-yl)methyl)piperazin-1-yl)-6-fluoro-N-methylpicolinamide